FC1=C(C=C(C=C1)F)C([C@@H](C)O)=O (R)-1-(2,5-difluorophenyl)-2-hydroxy-1-propanone